(1r,3r)-N-((6-ethylisoquinolin-5-yl)methyl)-3-(4-fluoro-3-(trifluoromethyl)phenoxy)cyclobutane-1-amine hydrochloride Cl.C(C)C=1C(=C2C=CN=CC2=CC1)CNC1CC(C1)OC1=CC(=C(C=C1)F)C(F)(F)F